6-(trifluoromethoxy)-9-[4-(trifluoromethyl)phenyl]-9H-carbazole-3-carboxylic acid FC(OC=1C=C2C=3C=C(C=CC3N(C2=CC1)C1=CC=C(C=C1)C(F)(F)F)C(=O)O)(F)F